L-glutamic acid-13C5 mono(ethylhexyl)phthalate C(C)C(CCCCC)C1=C(C(C(=O)O)=CC=C1)C(=O)O.N[13C@@H]([13CH2][13CH2][13C](=O)O)[13C](=O)O